ethyl 4-(3-{[4-(4-{4-[(tert-butoxycarbonyl)amino]butanamido}-1-methylimidazole-2-amido)-1-methylpyrrol-2-yl]formamido}propanamido)-1-methylimidazole-2-carboxylate C(C)(C)(C)OC(=O)NCCCC(=O)NC=1N=C(N(C1)C)C(=O)NC=1C=C(N(C1)C)C(=O)NCCC(=O)NC=1N=C(N(C1)C)C(=O)OCC